4-(((2-methyl-2-azabicyclo[2.2.1]heptan-5-yl)methyl)amino)-3-nitrobenzenesulfonamide CN1C2CC(C(C1)C2)CNC2=C(C=C(C=C2)S(=O)(=O)N)[N+](=O)[O-]